6-(1-methyl-1H-pyrazol-4-yl)-4-(6-(4-(pent-2,4-diyn-1-yl)piperazin-1-yl)pyridine-3-yl)pyrazole CN1N=CC(=C1)C1(C=CC(=CN1)C=1C=NNC1)N1CCN(CC1)CC#CC#C